C1(CC1)C1=CC(=NC=N1)C(C)(C#CC=1C=NC=C(C1)[C@](C1=CC=C(C=C1)C(C)C)(O)C1(CN(C1)C)C)O 2-(6-Cyclopropyl-pyrimidin-4-yl)-4-{5-[(R)-(1,3-dimethyl-azetidin-3-yl)-hydroxy-(4-isopropyl-phenyl)-methyl]-pyridin-3-yl}-but-3-yn-2-ol